[Se]=O seleno ether